1,1,1,3,3,3-hexafluoropropan-2-yl 1-(4-(2-fluoroethoxy) benzyl)-1,8-diazaspiro[4.5]decane-8-carboxylate FCCOC1=CC=C(CN2CCCC23CCN(CC3)C(=O)OC(C(F)(F)F)C(F)(F)F)C=C1